[Si](C)(C)(C(C)(C)C)OCC1=C(OC[C@@H]2N(CCC2)C(=O)OCC2=CC=CC=C2)C=CC=C1 benzyl (R)-2-((2-(((tert-butyldimethylsilyl)oxy)methyl)phenoxy)methyl)pyrrolidine-1-carboxylate